NC1=CC=C(C=2OCCOC21)C(=O)NCCCCCC2=CC1=C(N(C(N1C)=O)C1C(NC(CC1)=O)=O)C=C2 5-Amino-N-[5-[1-(2,6-dioxo-3-piperidyl)-3-methyl-2-oxo-benzimidazol-5-yl]pentyl]-2,3-dihydro-1,4-benzodioxine-8-carboxamide